N-(2-((2-chloro-5-fluoropyrimidin-4-yl)amino)phenyl)-4-methylbenzenesulfonamide ClC1=NC=C(C(=N1)NC1=C(C=CC=C1)NS(=O)(=O)C1=CC=C(C=C1)C)F